thieno[2,3-c]isoxazole N=1OC=C2C1SC=C2